C(C1=CC=CC=C1)O[C@@H]1[C@@H](OC(C)=O)O[C@@H]([C@H]([C@@H]1OCC1=CC=CC=C1)OCC1=CC=CC=C1)COCC1=CC=CC=C1 Acetyl 2,3,4,6-tetra-O-benzyl-α-D-mannopyranoside